FC(N1N=CC(=C1)O[C@@H]1CN(C[C@@H]1F)C(=O)OC(C)(C)C)F tert-butyl (3R,4S)-3-((1-(difluoromethyl)-1H-pyrazol-4-yl)oxy)-4-fluoropyrrolidine-1-carboxylate